COC1=CC=C(C=C1)C1N(C2=CC=CC=C2C=C1)CCCN(CCCNC)C 2-(4-Methoxyphenyl)-N-(3-{methyl[3-(methylamino)propyl]-amino}propyl)quinolin